C(C)(C)(C)/N=C/C1=CC=CC=C1 (E)-N-tert-butyl-1-phenylmethanimine